N-[2-amino-5-(4-fluorophenyl)phenyl]-4-[(2-hydroxypyrimidin-5-yl)sulfonimidoyl]benzamide NC1=C(C=C(C=C1)C1=CC=C(C=C1)F)NC(C1=CC=C(C=C1)S(=O)(=N)C=1C=NC(=NC1)O)=O